2,5-diacetoxy-3-dibromomethylbenzoic acid methyl ester COC(C1=C(C(=CC(=C1)OC(C)=O)C(Br)Br)OC(C)=O)=O